C(C=C)(=O)OCCCCCC1CO1 epoxyheptyl acrylate